ClC1=CC=C(C(=N1)OC)C(=O)O 6-chloro-2-methoxy-pyridine-3-carboxylic acid